C(C1=CC=CC=C1)N1C(O[C@@H]([C@H]1C(F)F)C)=O (4S,5R)-3-benzyl-4-(difluoromethyl)-5-methyl-oxazolidin-2-one